4,5-dichloro-phthalic acid ClC=1C=C(C(C(=O)O)=CC1Cl)C(=O)O